CC(=C(C)B(O)O)C 3-methyl-2-buten-2-ylboronic acid